FC1CN(C1)C=1N=CC2=C(N1)CNCC2 (3-fluoroazetidin-1-yl)-5,6,7,8-tetrahydropyrido[3,4-d]pyrimidine